(5-((2,6-dichlorobenzyl)oxy)-6-methyl-2,3-dihydro-1H-inden-1-yl)-3-methylazetidin-3-ol ClC1=C(COC=2C=C3CCC(C3=CC2C)N2CC(C2)(O)C)C(=CC=C1)Cl